3-amino-5,6-dimethoxypyridine NC=1C=NC(=C(C1)OC)OC